N-ethyl-N-(3-sulfopropyl)-m-anisidine C(C)N(C=1C=C(OC)C=CC1)CCCS(=O)(=O)O